FC1=CC=C(C=C1)[C@H]1[C@@H](C1)C(=O)O (1R,2R)-2-(4-fluorophenyl)cyclopropane-1-carboxylic acid